C[SiH2]C(OC)OC methyl-dimethoxymethylsilane